N4-[2-(6-methyl-2-pyridyl)pyrimidin-4-yl]-N2-(1-pyrrolidin-3-ylpyrazol-4-yl)pyrimidine-2,4-diamine CC1=CC=CC(=N1)C1=NC=CC(=N1)NC1=NC(=NC=C1)NC=1C=NN(C1)C1CNCC1